OC(CCCC#CCC(=O)[O-])CCCC#CCC(=O)[O-] 2-hydroxypropane-1,3-diylbis(hex-3-ynoate)